COC1=C(C=C2/C(/N=C(N(C2=C1)C)C)=N/[C@H](C)C1=C(C(=CC=C1)C(F)(F)F)C)O[C@@H]1COCC1 (Z)-7-methoxy-1,2-dimethyl-N-((R)-1-(2-methyl-3-(trifluoromethyl)phenyl)-ethyl)-6-(((S)-tetrahydrofuran-3-yl)oxy)quinazolin-4(1H)-imine